FC[C@@H](CC(C)C)NC=1NC(/C(/N1)=C/C=1C=C2N=CC=NC2=CC1)=O (4Z)-2-[[(1R)-1-(Fluoromethyl)-3-methyl-butyl]amino]-4-(quinoxalin-6-ylmethylene)-1H-imidazol-5-one